1-(2-chloropyrimidin-5-yl)but-3-en-1-ol ClC1=NC=C(C=N1)C(CC=C)O